7-bromo-4-chloro-3-nitro-quinoline BrC1=CC=C2C(=C(C=NC2=C1)[N+](=O)[O-])Cl